(R)-5-((1-(4-((tert-butoxycarbonyl)(3-chloro-4-(trifluoromethoxy)benzyl)amino)butoxy)propan-2-yl)oxy)benzo[c][2,6]naphthyridine-8-carboxylic acid C(C)(C)(C)OC(=O)N(CCCCOC[C@@H](C)OC1=NC2=C(C3=CN=CC=C13)C=CC(=C2)C(=O)O)CC2=CC(=C(C=C2)OC(F)(F)F)Cl